CC=1C=2N(C=C(N1)C)N=C(C2)C=2N=C1N(C(C2)=O)C=C(C=C1)C=1CCN(CC1)C1COC1 2-(4,6-dimethylpyrazolo[1,5-a]pyrazin-2-yl)-7-[1-(oxetan-3-yl)-1,2,3,6-tetrahydropyridin-4-yl]-4H-pyrido[1,2-a]pyrimidin-4-one